1-[3-ethylsulfonyl-2-[5-oxo-3-(trifluoromethyl)-7H-pyrrolo[3,4-b]pyridin-6-yl]imidazo[1,2-a]pyridin-7-yl]cyclopropane-carbonitrile C(C)S(=O)(=O)C1=C(N=C2N1C=CC(=C2)C2(CC2)C#N)N2CC1=NC=C(C=C1C2=O)C(F)(F)F